tert-butyl 4-((1r,4r)-4-(4-(2-(2-((cyclopropylmethyl)amino)pyridin-4-yl)oxazole-4-carboxamido)-3-(difluoromethyl)-1H-pyrazol-1-yl)cyclohexyl)-3-oxopiperazine-1-carboxylate C1(CC1)CNC1=NC=CC(=C1)C=1OC=C(N1)C(=O)NC=1C(=NN(C1)C1CCC(CC1)N1C(CN(CC1)C(=O)OC(C)(C)C)=O)C(F)F